OC1CC(N(CC1)C1=CC(=NN1COCC[Si](C)(C)C)C1=CC=NC=C1)=O 4-hydroxy-1-(3-(pyridin-4-yl)-1-((2-(trimethylsilyl)ethoxy)methyl)-1H-pyrazol-5-yl)piperidin-2-one